F[P-](F)(F)(F)(F)F.C(CCC)[N+]1(CCCC1)C 1-n-butyl-1-methylpyrrolidinium hexafluorophosphate